CN1CC(C1)(O)C=1C=NC=CC1 1-methyl-3-(pyridin-3-yl)azetidin-3-ol